NCCOCCOCCOCCOCC(=O)N1C([C@]2(C3=CC=C(C=C13)Cl)C1(N[C@H]([C@@H]2C2=C(C=CC=C2)F)C(=O)NC2CCCCC2)CCCCC1)=O (3'R,4'S,5'R)-1''-(14-amino-3,6,9,12-tetraoxatetradecanoyl)-6''-chloro-N-cyclohexyl-4'-(2-fluorophenyl)-2''-oxodispiro[cyclohexane-1,2'-pyrrolidine-3',3''-indoline]-5'-carboxamide